ClC=1C=NN(C1C(NC1=NC=C(C=C1C)C#CC1=CC=CC=C1)=O)[C@H]1C[C@H](C1)NC(OC(C)(C)C)=O tert-butyl (cis-3-(4-chloro-5-((3-methyl-5-(phenylethynyl)pyridin-2-yl)carbamoyl)-1H-pyrazol-1-yl)cyclobutyl)carbamate